N-[[6-[2-(2-Pyridyl)ethylamino]-2-pyridyl]sulfonyl]-2-(2,2,4-trimethylpyrrolidin-1-yl)pyridin-3-carboxamid N1=C(C=CC=C1)CCNC1=CC=CC(=N1)S(=O)(=O)NC(=O)C=1C(=NC=CC1)N1C(CC(C1)C)(C)C